ClC1=C(O)C=CC(=C1O)C(C(C)C1=CC=CC=C1)=O 2-chloro-4-β-phenylpropanoylresorcin